C1(CCCCC1)C(COCCCC)(COCCCC)CCC(CCC(C)C)(CCC(C)C)Cl 2-cyclohexyl-2-(3-chloro-3-isopentyl-6-methylheptyl)-1,3-dibutoxypropane